S(=O)(=O)=C1N=CC=[NH+]1 SULFONYL-IMIDAZOLIUM